O1CC(C1)C(=O)OS(=O)(=O)C1(CC1)COCC1=CC=CC=C1 3-((1-((benzyloxy) methyl) cyclopropyl) sulfonyl) oxetane-3-carboxylate